CC=1SC2=C(N1)C=CC(=C2)COC2=CC=CC(=N2)C2CCN(CC2)CC2=NC1=C(N2C[C@H]2OCC2)C=C(C=C1)C(=O)O (S)-2-((4-(6-((2-methylbenzo[d]thiazol-6-yl)methoxy)pyridin-2-yl)piperidin-1-yl)methyl)-1-(oxetan-2-ylmethyl)-1H-benzo[d]imidazole-6-carboxylic acid